triacetyl-decahydro-2-naphthol C(C)(=O)C1(C(C2CCCCC2CC1)(C(C)=O)C(C)=O)O